2-(2,4-Difluoro-3-hydroxy-5-(trifluoromethyl)phenyl)-N-(1-methylazetidin-3-yl)benzo[d]oxazole-5-carboxamide FC1=C(C=C(C(=C1O)F)C(F)(F)F)C=1OC2=C(N1)C=C(C=C2)C(=O)NC2CN(C2)C